ClC1=CN=CC(=N1)O[C@@H]1[C@](CN(CC1)C(=O)OC(C)(C)C)(C)F tert-butyl (3R,4S)-4-((6-chloropyrazin-2-yl)oxy)-3-fluoro-3-methylpiperidine-1-carboxylate